3-fluoro-2-(propan-2-ylsulfamoylamino)pyridine FC=1C(=NC=CC1)NS(NC(C)C)(=O)=O